C1(CCCCC1)C=1OC2=C(C=C(C=C2C(C1)=O)C)C(C)NC1=C(C(=O)O)C=CC=C1 2-[1-(2-Cyclohexyl-6-methyl-4-oxo-chromen-8-yl)ethylamino]benzoic acid